BrCC(COC(CC/C=C(/CCC=C(C)C)\C)C)=C (6E)-10-{[2-(bromomethyl)prop-2-en-1-yl]oxy}-2,6-dimethylundeca-2,6-diene